(2,4,5-trichloropyrimidin-4-yl)piperazine-1-carboxylic acid tert-butyl ester C(C)(C)(C)OC(=O)N1C(CNCC1)C1(NC(=NC=C1Cl)Cl)Cl